N-(5-(2-((2R,6S)-2,6-dimethylmorpholino)acetamido)-2-methylpyridin-3-yl)-2-(1-methyl-1H-pyrazol-4-yl)pyrazolo[5,1-b]thiazole-7-carboxamide C[C@H]1O[C@H](CN(C1)CC(=O)NC=1C=C(C(=NC1)C)NC(=O)C=1C=NN2C1SC(=C2)C=2C=NN(C2)C)C